COC1=CC=C(C=C1)CN1C(N(CCC1=O)C1=NN(C2=C(C=CC=C12)N1CCC(CC1)CC=O)C)=O 2-[1-[3-[3-[(4-methoxyphenyl)methyl]-2,4-dioxohexahydro-pyrimidin-1-yl]-1-methyl-indazol-7-yl]-4-piperidyl]acetaldehyde